C(#N)C=1C(=NC=CC1)COC1=CC=C(C=C1)C=1N=CN(C1)C(=O)NCC1CN(CC1)C1=CC=CC=C1 4-(4-((3-cyanopyridin-2-yl)methoxy)phenyl)-N-((1-phenylpyrrolidin-3-yl)methyl)-1H-imidazole-1-carboxamide